1-isopropyl-2,4-dioxol tert-butyl-(2S,3R,5R)-5-(cyanomethyl)-3-hydroxy-2-methylpyrrolidine-1-carboxylate C(C)(C)(C)[C@@]1(N([C@@H](C[C@H]1O)CC#N)C(=O)O)C.C(C)(C)C=1OCOC1